2,2',2'',2'''-((((2,2'-dimethyl-[1,1'-biphenyl]-3,3'-diyl)bis(oxy))bis(propane-3,1-diyl))bis(azanetriyl))tetrakis(ethan-1-ol) CC1=C(C=CC=C1OCCCN(CCO)CCO)C1=C(C(=CC=C1)OCCCN(CCO)CCO)C